2-([1,1'-biphenyl]-3-yl)-9-(3-(9,9-di(pyridin-3-yl)-9H-fluoren-2-yl)phenyl)-1,10-phenanthroline C1(=CC(=CC=C1)C1=NC2=C3N=C(C=CC3=CC=C2C=C1)C1=CC(=CC=C1)C1=CC=2C(C3=CC=CC=C3C2C=C1)(C=1C=NC=CC1)C=1C=NC=CC1)C1=CC=CC=C1